OCCOC1=CC=C(C=C1)S(=O)(=O)C1=CC=C(C=C1)C(C(C)(N1CCOCC1)C)=O 1-[4-[4-(2-hydroxyethoxy)phenyl]sulfonylphenyl]-2-methyl-2-morpholino-propan-1-one